(R)-ethyl (4-(3-amino-6-p-tolylpyrazine-2-carboxamido)phenylsulfonyl)methyl(ethyl)phosphinate NC=1C(=NC(=CN1)C1=CC=C(C=C1)C)C(=O)NC1=CC=C(C=C1)S(=O)(=O)C[P@@](OCC)(=O)CC